N-(1-(5,6-diphenylpyrazin-2-yl)piperidin-4-yl)acetamide tert-butyl-(2-(6-methoxy-1-methyl-1H-indol-7-yl)ethyl)carbamate C(C)(C)(C)N(C(O)=O)CCC=1C(=CC=C2C=CN(C12)C)OC.C1(=CC=CC=C1)C=1N=CC(=NC1C1=CC=CC=C1)N1CCC(CC1)NC(C)=O